methyl 3-[[(7R)-1-[2-[(1S)-1-(2,2-difluoro-1,3-benzodioxol-5-yl)ethoxy]-4-pyridyl]-3-(trifluoromethyl)-4,5,6,7-tetrahydroindazol-7-yl]oxy]bicyclo[1.1.1]pentane-1-carboxylate FC1(OC2=C(O1)C=CC(=C2)[C@H](C)OC2=NC=CC(=C2)N2N=C(C=1CCC[C@H](C21)OC21CC(C2)(C1)C(=O)OC)C(F)(F)F)F